1-[4-[(4,5-dichloro-2-methoxyphenyl)(methylamino)methyl]piperidin-1-yl]-2,3-dihydroxypropan-1-one ClC1=CC(=C(C=C1Cl)C(C1CCN(CC1)C(C(CO)O)=O)NC)OC